CC1=CC(=C(C=C1)S(=O)(=O)N1[C@@H](CCC1)C(=O)OC(C)(C)C)N1C[C@H](CC1)C=C |&1:24| tert-butyl ((4-methyl-2-((RS)-3-vinylpyrrolidin-1-yl)phenyl)sulfonyl)-L-prolinate